CSC=1N=C(C2=C(N1)C=CN=C2)O (methylthio)pyrido[4,3-d]pyrimidin-4-ol